C(#N)C=1C=CC(=NC1)N[C@@H]1CC[C@H](CC1)N(C(C(C)C)=O)C1=CC=C(C=C1)C=1C=NN(C1)C N-(trans-4-((5-cyanopyridin-2-yl)amino)cyclohexyl)-2-methyl-N-(4-(1-methyl-1H-pyrazol-4-yl)phenyl)propanamide